3-Benzyloxy-N-(4,4-difluorocyclohexyl)-2-(2-tetrahydropyran-4-ylethynyl)aniline C(C1=CC=CC=C1)OC=1C(=C(NC2CCC(CC2)(F)F)C=CC1)C#CC1CCOCC1